(S)-1-(3-(1-(prop-1-en-2-ylsulfonyl)azetidin-3-yl)-1H-pyrazolo[3,4-B]pyridin-4-yl)ethane-1,2-diol C=C(C)S(=O)(=O)N1CC(C1)C1=NNC2=NC=CC(=C21)[C@@H](CO)O